C(#N)C1=CC=C(OC2=CC=C(OC3CN(C3)C=3C(=C(C(=O)O)C=CC3)N3C=CC=C3)C=C2)C=C1 3-(3-(4-(4-cyanophenoxy)phenoxy)azetidin-1-yl)-2-(1H-pyrrol-1-yl)benzoic acid